2-methyl-2-{5-[(3-{4-[(1-methylpiperidin-4-yl)amino]-1-(propan-2-yl)-1H-indol-2-yl}prop-2-yn-1-yl)amino]pyridin-2-yl}propanenitrile CC(C#N)(C)C1=NC=C(C=C1)NCC#CC=1N(C2=CC=CC(=C2C1)NC1CCN(CC1)C)C(C)C